4-(1-(3-fluoro-4-(oxiran-2-yl)benzyl)-1H-imidazo[4,5-b]pyridin-6-yl)-3,5-dimethylisoxazole FC=1C=C(CN2C=NC3=NC=C(C=C32)C=3C(=NOC3C)C)C=CC1C1OC1